ClC=1C=CC2=C(N(C(C(N2)=O)=O)C2CCN(CC2)C(=O)OC(C)(C)C)N1 Tert-Butyl 4-(6-chloro-2,3-dioxo-2,3-dihydropyrido[2,3-b]pyrazin-4(1H)-yl)piperidine-1-carboxylate